2-(4-ethylamino-6-methylthio-1,3,5-triazin-2-ylamino)-2-methylpropanenitrile C(C)NC1=NC(=NC(=N1)SC)NC(C#N)(C)C